ClC=1C=CC2=C(N=C(O2)C2CCN(CC2)C2=C(C(N(C3=CC=C(C=C23)C)C)=O)C#N)C1 4-[4-(5-chloro-1,3-benzooxazol-2-yl)piperidin-1-yl]-1,6-dimethyl-2-oxo-1,2-dihydroquinoline-3-carbonitrile